ClC1=C(C(=O)NC(C(=O)O)CCN(CCCCC2=NC=3NCCCC3C=C2)CCCF)C=CC=C1F 2-[(2-chloro-3-fluoro-benzoyl)amino]-4-[3-fluoropropyl-[4-(5,6,7,8-tetrahydro-1,8-naphthyridin-2-yl)butyl]amino]butanoic acid